NC=1C=2N(C(=C(N1)C1=C(C#N)C=CC=C1)Br)N=C(C2)CO (4-amino-7-bromo-2-(hydroxymethyl)pyrazolo[1,5-a]pyrazin-6-yl)benzonitrile